C(C)(C)C1N2C(C=3C4=C(C(=CC3C1)OS(=O)(=O)C(F)(F)F)OCC4)=CC(C(=C2)C(=O)OCC)=O Ethyl 7-isopropyl-11-oxo-4-(((trifluoromethyl)sulfonyl)oxy)-2,6,7,11-tetrahydro-1H-furo[2,3-h]pyrido[2,1-a]isoquinoline-10-carboxylate